CC(CCCCCCCCCC=CCCCCCCCCCCCCC)CCCCCCCCCCC 25-Methyl-14-hexatriacontene